COC1=CC=C2N=CC(=NC2=C1)OC1=CC=C(O[C@@H](C(=O)O)C)C=C1 (R)-2-(4-((7-methoxyquinoxalin-2-yl)oxy)phenoxy)propanoic acid